4-(difluoromethyl)-2-(3-((1r,3r)-3-methoxy-1-(4-methyl-4H-1,2,4-triazol-3-yl)cyclobutyl)phenyl)-6-(((1-methylcyclobutyl)amino)methyl)isoindolin-1-one FC(C1=C2CN(C(C2=CC(=C1)CNC1(CCC1)C)=O)C1=CC(=CC=C1)C1(CC(C1)OC)C1=NN=CN1C)F